6-{3-[(4-hydroxyphenyl)(methyl)carbamoyl]-1H-indazol-1-yl}-7-{[(3R)-3-methyl-3,4-dihydroisoquinolin-2(1H)-yl]carbonyl}-3,4-dihydroisoquinoline-2(1H)-carboxylic acid phenyl ester C1(=CC=CC=C1)OC(=O)N1CC2=CC(=C(C=C2CC1)N1N=C(C2=CC=CC=C12)C(N(C)C1=CC=C(C=C1)O)=O)C(=O)N1CC2=CC=CC=C2C[C@H]1C